C(C)C1=NC=C2C(C=C(NC2=C1)C)=O 7-ethyl-2-methyl-1,6-naphthyridin-4(1H)-one